4-{4-[4-(6-Aminopyridazin-3-yl)piperazine-1-carbonyl]phenoxy}benzonitrile NC1=CC=C(N=N1)N1CCN(CC1)C(=O)C1=CC=C(OC2=CC=C(C#N)C=C2)C=C1